bicyclo[2.2.1]hept-2,5-diene-2,3-dicarboxylic acid diisobutyl ester C(C(C)C)OC(=O)C=1C2C=CC(C1C(=O)OCC(C)C)C2